Pyridine-2-carboxylic acid methyl ester COC(=O)C1=NC=CC=C1